OC1=C(C=O)C=C(C=C1OC)C=1C=NN(C1)C1=CC(=CC=C1)C(F)(F)F 2-hydroxy-3-methoxy-5-(1-(3-(trifluoromethyl)phenyl)-1H-pyrazol-4-yl)benzaldehyde